N3-(2-(1H-1,2,4-triazol-1-yl)ethyl)-4-(indolin-7-yl)-N1-phenylbenzene-1,3-diamine N1(N=CN=C1)CCNC=1C=C(C=CC1C=1C=CC=C2CCNC12)NC1=CC=CC=C1